[Pd](Cl)Cl.C1(=C(C=CC=C1)P(C1=C(C=CC=C1)C)C1=C(C=CC=C1)C)C.C1(=C(C=CC=C1)P(C1=C(C=CC=C1)C)C1=C(C=CC=C1)C)C bis(tri-o-tolylphosphine) palladium chloride